Diethyl (3-(4-chlorophenyl)-2,2-dimethylpropanoyl)glycyl-D-glutamate ClC1=CC=C(C=C1)CC(C(=O)NCC(=O)N[C@H](CCC(=O)OCC)C(=O)OCC)(C)C